FC(C(=O)O)(F)F.N(N)C1=CC=CC2=C1N(N=N2)C 7-hydrazino-1-methyl-1H-1,2,3-benzotriazole trifluoroacetate salt